(3R)-1-butyl-2,5-dioxo-3-((1R)-1-hydroxy-1-(tetrahydropyran-4-yl)methyl)-9-(4-(4-cyclopropylmethylaminocarbonylphenoxy)phenylmethyl)-1,4,9-triazaspiro[5.5]undecane C(CCC)N1C([C@H](NC(C12CCN(CC2)CC2=CC=C(C=C2)OC2=CC=C(C=C2)C(=O)NCC2CC2)=O)[C@@H](C2CCOCC2)O)=O